B(C1=C(C=CC=N1)N2CCCC2)(O)O 3-PYRROLIDINYLPYRIDINE-2-BORONIC ACID